O=C1NC(CCC1NC(=O)[C@H]1CCCC2=CC=CC=C12)=O (1S)-N-(2,6-Dioxopiperidin-3-yl)-1,2,3,4-tetrahydronaphthalene-1-carboxamide